2,5-bis[4-fluoro-3,5-bis(trifluoromethyl)phenyl]pyrrole FC1=C(C=C(C=C1C(F)(F)F)C=1NC(=CC1)C1=CC(=C(C(=C1)C(F)(F)F)F)C(F)(F)F)C(F)(F)F